NC=1C(=NC(=C(N1)C1=CC=CC=C1)C1=CC=C(C=C1)C(F)(F)F)C#N 3-amino-5-phenyl-6-(4-(trifluoromethyl)phenyl)pyrazine-2-carbonitrile